C1(C=CC(N1)=O)=O.[C] carbon maleimide